3-(5-(4-fluoro-5-(trifluoromethoxy)isoindoline-2-carbonyl)-1-oxoisoindolin-2-yl)piperidine-2,6-dione FC1=C2CN(CC2=CC=C1OC(F)(F)F)C(=O)C=1C=C2CN(C(C2=CC1)=O)C1C(NC(CC1)=O)=O